3-[1-(2-Hydroxyethyl)cyclopropyl]-3-oxopropanenitrile OCCC1(CC1)C(CC#N)=O